5'-chloro-2'-{[(2-hydroxyethyl)(methyl)amino]methyl}-7',8'-dihydro-6'H-spiro[cyclohexane-1,9'-furo[2,3-f]quinazoline]-7'-one ClC=1C=C2C(=C3C4(NC(NC13)=O)CCCCC4)OC(=C2)CN(C)CCO